Cl.Cl.CNCC1CN(C1)C N-methyl-1-(1-methylazetidin-3-yl)methanamine dihydrochloride